C[C@H]1N(CCOC1)C=1C=C2C3=C(N(N=C3CCN(C2)S(=O)(=O)C2COC2)C2=NNC=C2)N1 (R)-3-methyl-4-(7-(oxetane-3-ylsulfonyl)-2-(1H-pyrazol-3-yl)-6,7,8,9-tetrahydro-2H-1,2,3,7-tetraazabenzo[cd]azulene-4-yl)morpholine